Tert-butyl ((4-(2-hydroxy-3-methylbutyl)-6-methoxypyridin-3-yl)methyl)carbamate OC(CC1=C(C=NC(=C1)OC)CNC(OC(C)(C)C)=O)C(C)C